2-[1-[3-[(3S)-2,6-dioxo-3-piperidyl]-1-methyl-indazol-6-yl]-4-piperidyl]-N-[5-fluoro-7-hydroxy-6-(1,1,4-trioxo-1,2,5-thiadiazolidin-2-yl)-2-naphthyl]acetamide O=C1NC(CC[C@H]1C1=NN(C2=CC(=CC=C12)N1CCC(CC1)CC(=O)NC1=CC2=CC(=C(C(=C2C=C1)F)N1S(NC(C1)=O)(=O)=O)O)C)=O